CS(=O)(=O)OC([2H])([2H])C=1C(=NOC1C=1C=NN(C1C(F)(F)F)C1=CC(=CC=C1)Cl)C1=C(C=CC=C1F)Cl (3-(2-Chloro-6-fluorophenyl)-5-(1-(3-chlorophenyl)-5-(trifluoromethyl)-1H-pyrazol-4-yl)isoxazol-4-yl)methyl-d2 methanesulfonate